1-(2-{4-[(2-dimethylamino-ethyl)-methyl-amino]-3-methoxy-phenylamino}-5-fluoro-pyrimidin-4-yl)-1H-indole-3-carboxamide CN(CCN(C1=C(C=C(C=C1)NC1=NC=C(C(=N1)N1C=C(C2=CC=CC=C12)C(=O)N)F)OC)C)C